CN1C[C@H]2[C@@H](C1)C(CC2)O |o1:3,4| rel-(3aS,6aR)-2-methyloctahydrocyclopenta[c]pyrrol-4-ol